COC(=O)C=1C=C2C(=[N+](C1)[O-])NC=C2 5-(methoxycarbonyl)-1H-pyrrolo[2,3-b]pyridine 7-oxide